C1(CCCC1)C1=CC(=NN1)NC=1C=C(C=2N(N1)C=C(N2)C)C N-(5-cyclopentyl-1H-pyrazol-3-yl)-2,8-dimethylimidazo[1,2-b]pyridazin-6-amine